ClC1=CC(=C(O[C@H](C(=O)O)C)C=C1)C#C (S)-2-(4-chloro-2-ethynylphenoxy)propionic acid